11-chlorobenzo[4,5]imidazo[1,2-f]phenanthridine ClC=1C=CC2=C(N=C3N2C=2C=CC=CC2C=2C=CC=CC32)C1